NC1=C(C=CC(N1)=O)[N+](=O)[O-] 6-amino-5-nitro-2(1H)-pyridone